(6-(3-(3-chloro-4-methylphenylsulfonamido)-2,6-difluorophenyl)quinazolin-2-yl)pivaloamide ClC=1C=C(C=CC1C)S(=O)(=O)NC=1C(=C(C(=CC1)F)C=1C=C2C=NC(=NC2=CC1)CC(C(=O)N)(C)C)F